CC1(C(N(C(N1CCCNC1=C2C(N(C(C2=CC=C1)=O)C1C(NC(CC1)=O)=O)=O)=O)C1=CC(=C(C=C1)[N+](=O)[O-])C(F)(F)F)=O)C 4-((3-(5,5-dimethyl-3-(4-nitro-3-(trifluoromethyl)phenyl)-2,4-dioxoimidazolidin-1-yl)propyl)amino)-2-(2,6-dioxopiperidin-3-yl)isoindole-1,3-dione